NC12C[C@H]3N([C@H](CC(C1)C3)C2)C=2N=CC(=NC2)C=2C=3N(C=C(C2)OCC(C)(C)O)N=CC3C#N 4-(5-((1R,3S,5s,7s)-5-amino-2-azaadamantan-2-yl)pyrazin-2-yl)-6-(2-hydroxy-2-methylpropoxy)pyrazolo[1,5-a]pyridine-3-carbonitrile